(2R)-N-((R)-(3-chloro-2,4-difluorophenyl)(trans-3-(difluoromethyl)cyclobutyl)-methyl)-2-methyl-3-oxopiperazine-1-carboxamide ClC=1C(=C(C=CC1F)[C@H](NC(=O)N1[C@@H](C(NCC1)=O)C)[C@@H]1C[C@H](C1)C(F)F)F